P(=O)(O)(O)[O-].[Li+] monolithium dihydrogen phosphate